[Pt].[Ni].CC(CCN1CCC2(CC2NC(C2=CC=CC=C2)=O)CC1)(C)C N-(6-(3,3-dimethylbutyl)-6-azaspiro[2.5]oct-1-yl)benzamide NICKEL-PLATINUM